2-(2,6-Diisopropylphenyl)-9-(diethylamino)imidazo[1,5-a]quinolin-3-ylidenesilver(I) chloride C(C)(C)C1=C(C(=CC=C1)C(C)C)N1CN2C(C=CC3=CC=CC(=C23)N(CC)CC)C1=[Ag-2]Cl